1-methyl-2,2-dinaphthyl-1,2-ethylenediamine CC(C(N)(C1=CC=CC2=CC=CC=C12)C1=CC=CC2=CC=CC=C12)N